methyl 12-(2-(tert-butoxycarbonylamino)ethylamino)-12-oxododecanoate C(C)(C)(C)OC(=O)NCCNC(CCCCCCCCCCC(=O)OC)=O